ClC=1C=C2C=NC(=NC2=CC1C1CCN(CC1)C1(COC1)C)NC=1C=NN(C1)C12CC(C1)(C2)C(C)(C)O 2-{3-[4-({6-chloro-7-[1-(3-methyloxetan-3-yl)piperidin-4-yl]quinazolin-2-yl}amino)-1H-pyrazol-1-yl]bicyclo[1.1.1]pentan-1-yl}propan-2-ol